ClC1=NS(C2=C(N1)C(=CC=C2)C2=C(C#N)C(=CC=C2)F)(=O)=O 2-(3-chloro-1,1-dioxo-4H-benzo[e][1,2,4]thiadiazin-5-yl)-6-fluorobenzonitrile